N,N-dimethyl-1-(4-(6-nitropiperidin-3-yl)morpholin-2-yl)methylamine CN(C)CC1CN(CCO1)C1CNC(CC1)[N+](=O)[O-]